BrC=1C=C(C=2N(C1)N=CC2C(=O)OCC)O Ethyl 6-bromo-4-hydroxy-pyrazolo[1,5-a]pyridine-3-carboxylate